manganese-iron-manganese salt [Mn].[Fe].[Mn]